2-(difluoromethyl)-5-(6-((4-(2-methylisoindolin-5-yl)-1H-1,2,3-triazol-1-yl)methyl)pyridin-3-yl)-1,3,4-oxadiazole FC(C=1OC(=NN1)C=1C=NC(=CC1)CN1N=NC(=C1)C=1C=C2CN(CC2=CC1)C)F